COCOC1=C(C=CC=C1)C=1N=NC=2NC=3CCN(C(C3C2C1)C)C1=NC=C(C=N1)N1CCN(CC1)C(=O)OC(C)(C)C tert-butyl 4-[2-[12-[2-(methoxymethoxy)phenyl]-3-methyl-4,8,10,11-tetrazatricyclo[7.4.0.02,7]trideca-1(9),2(7),10,12-tetraen-4-yl]pyrimidin-5-yl]piperazine-1-carboxylate